N(=[N+]=[N-])CC=1C(=NC=NC1)OC 5-(azidomethyl)-4-methoxypyrimidine